C(C(C(C(C(F)(F)S(=O)(=O)O)(F)F)(F)F)(F)F)(C(C(C(F)(F)F)(F)F)(F)F)(F)F The molecule is a perfluoroalkanesulfonic acid that is octane-1-sulfonic acid in which all seventeen of the hydrogens that are attached to carbons hvae been replaced by fluorines. It has a role as an antilipemic drug and a persistent organic pollutant. It derives from an octane-1-sulfonic acid.